(4-Methoxyphenyl)-[4-(2-phenylethyl)piperazin-1-yl]methanon COC1=CC=C(C=C1)C(=O)N1CCN(CC1)CCC1=CC=CC=C1